NC=1SC=C(N1)C=1N=NN(C1)[C@@H]1[C@H]([C@@H](SC=2C=NC=C(C2)C#N)O[C@@H]([C@@H]1O)CO)OC 5-cyanopyridin-3-yl 3-[4-(2-aminothiazol-4-yl)-1H-1,2,3-triazol-1-yl]-3-deoxy-2-O-methyl-1-thio-alpha-D-galactopyranoside